trifluoropropyl chloride FC(CCCl)(F)F